N-[(2S,3S,6R)-2-(hydroxymethyl)-6-[2-oxo-2-(1,3-thiazol-2-ylamino)ethyl]oxan-3-yl]-3-piperidin-1-ylpropanamide OC[C@H]1O[C@H](CC[C@@H]1NC(CCN1CCCCC1)=O)CC(NC=1SC=CN1)=O